6-isopropyl-2-((7-(8-methyl-2,3-dihydro-1H-pyrido[2,3-b][1,4]oxazin-7-yl)quinazolin-2-yl)amino)-5,6-dihydro-4H-pyrazolo[1,5-d][1,4]diazepin-7(8H)-one C(C)(C)N1C(CN2C(CC1)=CC(=N2)NC2=NC1=CC(=CC=C1C=N2)C2=C(C1=C(OCCN1)N=C2)C)=O